CC(C)(C#C)N 1,1-Dimethylpropargylamine